BrC1=C(C(=C(C2=CC=CC=C12)O)F)OCOC 4-Bromo-2-fluoro-3-(methoxymethoxy)naphthalen-1-ol